CC1=CNC2=CC=CC=C2C1=O 3-methylquinolin-4(1H)-one